acryloxypentyl dihydrogen phosphate P(=O)(OCCCCCOC(C=C)=O)(O)O